C(CCCCCCC\C=C/CCCCCCCC)(=O)O.OCC(O)CO.OCC(O)CO.OCC(O)CO triglycerol monooleate